FC1(CCOCC1)CNC1=C(C=C(C=C1)S(=O)(=O)NC(C1=C(C=CC=C1)N1C2=C(OCCC1C)N=C1C(=C2)C=CN1)=O)[N+](=O)[O-] N-((4-(((4-fluorotetrahydro-2H-pyran-4-yl)methyl)amino)-3-nitrophenyl)sulfonyl)-2-(2-methyl-3,4-dihydro-2H-pyrrolo[3',2':5,6]pyrido[2,3-b][1,4]oxazepin-1(7H)-yl)benzamide